[C@H]12OC[C@H](N(C1)C1=NC3=C(C=C(C=C3C(N1C)=O)C)[C@@H](C)NC1=C(C(=O)O)C=CC=C1)C2 2-(((R)-1-(2-((1R,4R)-2-oxa-5-azabicyclo[2.2.1]heptan-5-yl)-3,6-dimethyl-4-oxo-3,4-dihydroquinazolin-8-yl)ethyl)amino)benzoic acid